(5Z)-4-bromo-5-(bromomethylene)-3-butyl-2(5H)-furanone BrC/1=C(C(O\C1=C/Br)=O)CCCC